C(C1=CC=CC=C1)OC1=CC=C(C=C1)C1CCN(CC1)C1=C(C(N(C2=CC=CC=C12)C)=O)C#N 4-{4-[4-(Benzyloxy)phenyl]piperidin-1-yl}-1-methyl-2-oxo-1,2-dihydroquinoline-3-carbonitrile